2-(3,5-dichloro-4-((5-isopropyl-6-oxo-1,6-dihydropyridazin-3-yl)oxy)phenyl-2,6-d2)-3,5-dioxo-2,3,4,5-tetrahydro-1,2,4-triazine-6-carbonitrile ClC=1C(=C(C(=C(C1OC1=NNC(C(=C1)C(C)C)=O)Cl)[2H])N1N=C(C(NC1=O)=O)C#N)[2H]